2-(2-(difluoromethyl)morpholino)-N-(2-(trifluoromethyl)benzyl)pyrido[2,3-d]pyrimidin FC(C1OCCN(C1)C1N=CC2=C(N1CC1=C(C=CC=C1)C(F)(F)F)N=CC=C2)F